C(CCC)OC1=CC=C2C=CC=C(C2=C1)C1[SH+]CCC1 2-(7-n-butoxynaphthyl)tetrahydrothiophenium